C(CC)N(CCC)[Si](CC)(CC)N(CCC)CCC Bis(dipropylamino)diethylsilane